3-methyl-1-oxobutan-2-yl-N-methyl-4-((R)-1-tritylazepine-2-carbonyl)piperazine-1-carboxamide CC(C(C=O)C1N(CCN(C1)C(=O)C=1N(C=CC=CC1)C(C1=CC=CC=C1)(C1=CC=CC=C1)C1=CC=CC=C1)C(=O)NC)C